BrC1=C(OCC=2CCN(CC2)C(=O)OC(C)(C)C)C=CC=C1NC tert-butyl 4-((2-bromo-3-(methylamino)phenoxy)methyl)-3,6-dihydropyridine-1(2H)-carboxylate